sodium 2-(5-(1,3-dioxolan-2-yl)-6-ethoxypyrimidin-4-yl)acetate O1C(OCC1)C=1C(=NC=NC1OCC)CC(=O)[O-].[Na+]